N1(CCC1)C(=O)O[C@@H]1[C@H](O[C@@H]([C@@H]([C@H]1OC(=O)N1CCC1)NC(C(C)(C)C)=O)CCC)COC(=O)N1CCC1 (2R,3S,4R,5S,6R)-2-(((azetidine-1-carbonyl)oxy)methyl)-5-pivalamido-6-propyltetrahydro-2H-pyran-3,4-diyl bis(azetidine-1-carboxylate)